C(C1=CC=CC=C1)C=1NC(=NN1)C(=O)NC1=NC=CC(=C1)C1=C(C=CC(=C1)C#N)C 5-benzyl-N-(4-(5-cyano-2-methylphenyl)pyridin-2-yl)-4H-1,2,4-triazole-3-carboxamide